2,3,6-trimethylnaphthalene-1-ol CC1=C(C2=CC=C(C=C2C=C1C)C)O